(R)-(tert-butyl 1-(4-(phenoxy) phenyl)-2-methoxy-2-methylpropyl) carbamate C(N)(O[C@@](C(C)(C)OC)(C1=CC=C(C=C1)OC1=CC=CC=C1)C(C)(C)C)=O